1,1-bis(diphenylphosphino)methyleneruthenium dichloride C1(=CC=CC=C1)P(C(P(C1=CC=CC=C1)C1=CC=CC=C1)=[Ru](Cl)Cl)C1=CC=CC=C1